C(C)(C)OC1=C(C=CC(=C1)OC)NC=1C2=C(N=CN1)C=CN2C N-(2-isopropoxy-4-methoxy-phenyl)-5-methyl-pyrrolo[3,2-d]pyrimidin-4-amine